FC1=C(C(=O)C2=CNC=3N=C(N=C(C32)N[C@@H]3CN(CC3)C(C=C)=O)NC3=CC=C(C=C3)N3CCN(CC3)C)C=CC(=C1)F (S)-1-(3-((5-(2,4-difluorobenzoyl)-2-((4-(4-methylpiperazin-1-yl)phenyl)amino)-7H-pyrrolo[2,3-d]pyrimidin-4-yl)amino)pyrrolidin-1-yl)prop-2-en-1-one